2,5-di(4-pyridyl)-1,4-dimethylbenzene N1=CC=C(C=C1)C1=C(C=C(C(=C1)C)C1=CC=NC=C1)C